(R)-9-(4-((1-(3-cyano-2-methylphenyl)ethyl)amino)-7-methoxy-2-methylquinazolin-6-yl)-3,9-diazaspiro[5.5]undecane-3-carboxylate C(#N)C=1C(=C(C=CC1)[C@@H](C)NC1=NC(=NC2=CC(=C(C=C12)N1CCC2(CCN(CC2)C(=O)[O-])CC1)OC)C)C